ClC=1N=CC2=C(N1)C(=CS2)C(F)(F)F 2-chloro-7-(trifluoromethyl)thieno[3,2-d]pyrimidin